2-(3-((R)-cyclobutyl(4-methyl-4H-1,2,4-triazol-3-yl)methyl)phenyl)-6-(((S)-3-methylpiperidin-1-yl)methyl)-8-(trifluoromethyl)imidazo[1,5-a]pyridin-3(2H)-one C1(CCC1)[C@H](C=1C=C(C=CC1)N1C(N2C(C(=CC(=C2)CN2C[C@H](CCC2)C)C(F)(F)F)=C1)=O)C1=NN=CN1C